1-(3-methoxy-4-(sulfo)phenyl)-1,2-ethanediol COC=1C=C(C=CC1S(=O)(=O)O)C(CO)O